methyl (2S,5R)-5-[[2-[4-(trifluoromethyl)phenoxy]acetyl]amino]tetrahydropyran-2-carboxylate FC(C1=CC=C(OCC(=O)N[C@@H]2CC[C@H](OC2)C(=O)OC)C=C1)(F)F